FC1([C@H](CN(CC1)[C@H](C(=O)NC=1N=C2N([C@@H](CCC2)C2=CC(=CC(=C2)F)F)C1)C)C1=CNC(C=C1)=O)F (S)-2-((S)-4,4-difluoro-3-(6-oxo-1,6-dihydropyridin-3-yl)piperidin-1-yl)-N-((S)-5-(3,5-difluorophenyl)-5,6,7,8-tetrahydroimidazo[1,2-a]pyridin-2-yl)propanamide